CNC(=O)C1=CC=C2C(=CC=N2)C1 N-methylbenzo[d]Azole-5-carboxamide